[Ta+5].C(C)[N-]CC.C(C)[N-]CC.C(C)[N-]CC.C(C)[N-]CC.C(C)[N-]CC pentakis(diethylamide) tantalum